CC1=C(OC2=CC=C3C(=C(N=C(C3=C2)OC)C(=O)NCC(=O)O)O)C(=CC(=C1)C(C1=CC(=CC=C1)C)=O)C (7-(2,6-dimethyl-4-(3-methylbenzoyl)phenoxy)-4-hydroxy-1-methoxyisoquinoline-3-carbonyl)glycine